2-(4-ethyl-6-methylpyrazolo[1,5-a]pyrazin-2-yl)-7-[4-(3-fluoropropyl)piperazin-1-yl]-4H-pyrido[1,2-a]pyrimidin-4-one C(C)C=1C=2N(C=C(N1)C)N=C(C2)C=2N=C1N(C(C2)=O)C=C(C=C1)N1CCN(CC1)CCCF